C(C)(C)(C)OC(C[C@@H]1OC(O[C@@H](C1)COC(=O)C)(C)C)=O (4R-cis)-6-[(acetoxyl)methyl]-2,2-dimethyl-1,3-dioxane-4-acetic acid tert-butyl ester